C1=CC2=C3C(=C1)C=CC4=C(C=CC(=C43)C=C2)CCCC(=O)Cl pyrenebutyryl chloride